(S)-3-(2-(chloromethyl)-3-(oxetan-2-ylmethyl)-3H-imidazo[4,5-b]pyridin-6-yl)-5-(trifluoromethyl)-1,2,4-oxadiazole ClCC1=NC=2C(=NC=C(C2)C2=NOC(=N2)C(F)(F)F)N1C[C@H]1OCC1